(R)-3,4-dimethoxy-N-(1-phenylethyl)-benzylamine COC=1C=C(CN[C@H](C)C2=CC=CC=C2)C=CC1OC